CN(C1C(CC(CC1)NC=1N=CC2=C(N1)N(C(C(=C2)C2=CC(=C(C=C2)NS(=O)(=O)CCC(F)(F)F)F)=O)C(C)C)F)C N-(4-(2-((4-(Dimethylamino)-3-fluorocyclohexyl)amino)-8-isopropyl-7-oxo-7,8-dihydropyrido[2,3-d]pyrimidin-6-yl)-2-fluorophenyl)-3,3,3-trifluoropropane-1-sulfonamide